OCC1=CC=C(C=C1)C1=CC=C(C=C1)C=1C=CC2=C(NC(=N2)C)C1 6-(4'-(Hydroxymethyl)-[1,1'-Biphenyl]-4-yl)-2-Methyl-1H-benzo[d]Imidazol